C1=CC=C(C=2OC3=C(C21)C=CC=C3)C3=C(C(=NC(=C3N3C2=CC=C(C=C2C=2C=C(C=CC32)C#N)C#N)N3C2=CC=C(C=C2C=2C=C(C=CC32)C3=CC=CC=C3)C3=CC=CC=C3)N3C2=CC=C(C=C2C=2C=C(C=CC32)C#N)C#N)N3C2=CC=C(C=C2C=2C=C(C=CC32)C#N)C#N 9,9',9''-(4-(dibenzo[b,d]furan-4-yl)-6-(3,6-diphenyl-9H-carbazol-9-yl)pyridine-2,3,5-triyl)tris(9H-carbazole-3,6-dicarbonitrile)